2-(5-chloro-1H-pyrrolo[2,3-b]pyridin-3-yl)-6,6-dimethyl-4,5,6,7-tetrahydro-8H-3-oxa-1-thia-5a,7-diazaacenaphthylen-8-one ClC=1C=C2C(=NC1)NC=C2C=2SC=1C(NC(N3CCOC2C13)(C)C)=O